tert-butyl 2-[3-(2,6-dioxo-3-piperidyl) furo[2,3-b]pyridin-6-yl]-6-methyl-indole-1-carboxylate O=C1NC(CCC1C1=COC2=NC(=CC=C21)C=2N(C1=CC(=CC=C1C2)C)C(=O)OC(C)(C)C)=O